Monot-butyl-hydroquinone C(C)(C)(C)C1=C(O)C=CC(=C1)O